2-[2-(4-bromo-2-chloro-5-methoxyphenyl)ethoxy]oxane BrC1=CC(=C(C=C1OC)CCOC1OCCCC1)Cl